CC(CO)(CCCCCCC(CO)(CCC)C)CCC 2,9-dimethyl-2,9-dipropyl-1,10-decanediol